C(C)OC(=O)C=1N=C(SC1NC1=NN(C=C1Br)C)I ((4-bromo-1-methyl-1H-pyrazol-3-yl)amino)-2-iodothiazole-4-carboxylic acid ethyl ester